Cl.Cl.F[C@H]1[C@@H](CNC1)NC(C1=CC=C(C=C1)C1=NC=CC2=C1C=CO2)=O N-[(3R,4R)-4-fluoropyrrolidin-3-yl]-4-(furo[3,2-c]pyridin-4-yl)benzamide dihydrochloride